(S)-2-(piperazin-2-yl)acetonitrile hydrochloride Cl.N1[C@H](CNCC1)CC#N